glutaramide di-trifluoroacetate salt FC(C(=O)O)(F)F.FC(C(=O)O)(F)F.C(CCCC(=O)N)(=O)N